4-(2,2-Dimethylpropyl-1,1-d2)-5-(methyl-d3)-2-(phenanthro[3,4-b]benzofuran-10-yl)pyridine CC(C([2H])([2H])C1=CC(=NC=C1C([2H])([2H])[2H])C1=CC=CC=2C3=C(OC21)C=CC=2C=CC1=CC=CC=C1C23)(C)C